CC1=CC=CC(=N1)C1=C(N=CN1)C=1C=C2C=C(C=NC2=CC1)C=1C=C(SC1)C(=O)OC1CC(C1)N (3-aminocyclobutyl) 4-[6-[5-(6-methyl-2-pyridyl)-1H-imidazol-4-yl]-3-quinolyl]thiophene-2-carboxylate